N-(1-methyl-6-nitroindolin-5-yl)methanesulfonamide 5-(2,4-dioxotetrahydropyrimidin-1(2H)-yl)-2-(piperidin-4-yl)phenyl-sulfurofluoridate O=C1N(CCC(N1)=O)C=1C=CC(=C(C1)OS(=O)(=O)F)C1CCNCC1.CN1CCC2=CC(=C(C=C12)[N+](=O)[O-])NS(=O)(=O)C